dimercaptodiisopropylamine SCC(C)(NC(C)C)S